L-Guluronic Acid 6-Phosphate C([C@@H]([C@H]([C@@H]([C@@H](C(=O)O)O)O)O)O)OP(=O)(O)O